IC1=NN(C2=NC=NC(=C21)N)C2CCOCC2 3-IODO-1-(TETRAHYDRO-2H-PYRAN-4-YL)-1H-PYRAZOLO[3,4-D]PYRIMIDIN-4-AMINE